(R)-(3-aminopiperidin-1-yl)(3-cyclopropyl-2-(1-(cyclopropylmethyl)-1H-indol-2-yl)imidazo[1,2-a]pyridin-7-yl)methanone N[C@H]1CN(CCC1)C(=O)C1=CC=2N(C=C1)C(=C(N2)C=2N(C1=CC=CC=C1C2)CC2CC2)C2CC2